1-[5-(4,4,5,5-tetramethyl-1,3,2-dioxaborolan-2-yl)-3,6-dihydro-2H-pyridin-1-yl]ethanone CC1(OB(OC1(C)C)C1=CCCN(C1)C(C)=O)C